BrC=1SC=2N(C(C=C(C2N1)N1C[C@H](N(C[C@@H]1C)C(=O)OC(C)(C)C)C)=O)C tert-butyl (2R,5S)-4-(2-bromo-4-methyl-5-oxo-4,5-dihydrothiazolo[5,4-b]pyridin-7-yl)-2,5-dimethylpiperazine-1-carboxylate